2-chloro-2'-chloroacetophenone ClCC(=O)C1=C(C=CC=C1)Cl